nonyl 8-((3-aminopropyl) (7-((4,4-bis(((Z)-oct-5-en-1-yl)oxy)butanoyl)oxy)heptyl)amino)octanoate NCCCN(CCCCCCCC(=O)OCCCCCCCCC)CCCCCCCOC(CCC(OCCCC\C=C/CC)OCCCC\C=C/CC)=O